ClC=1C=C(C=C(C1OC1=CC2=C(NC(N2C2(CC2)C)=O)C=C1)Cl)N1N=C(C(NC1=O)=O)C#N (3,5-dichloro-4-((3-(1-methylcyclopropyl)-2-oxo-2,3-dihydro-1H-benzo[d]imidazol-5-yl)oxy)phenyl)-3,5-dioxo-2,3,4,5-tetrahydro-1,2,4-triazine-6-carbonitrile